5-(6-((7-Ethyl-6-oxo-5,6-dihydro-1,5-naphthyridin-3-yl)methyl)-2,6-diazaspiro[3.4]oct-2-yl)-N-methylpyridineamide C(C)C=1C(NC=2C=C(C=NC2C1)CN1CC2(CN(C2)C=2C=CC(=NC2)C(=O)NC)CC1)=O